4,4,5,5-tetramethyl-2-[(E)-2-(2-naphthyl)vinyl]-1,3,2-dioxaborolane CC1(OB(OC1(C)C)\C=C\C1=CC2=CC=CC=C2C=C1)C